2-methyl-1H-pyridin-4-one CC=1NC=CC(C1)=O